ClC=1C=C2C(=C3C1NC(NC31CCCCC1)=O)OC(=N2)CNCCO 5-chloro-2-{[(2-hydroxyethyl)amino]methyl}-7,8-dihydro-6H-spiro[[1,3]oxazolo[5,4-f]quinazoline-9,1'-cyclohexane]-7-one